FC(C=1C=C(C(=NC1)OC)C1=C(C=NC(=C1)C)C(=O)NC=1SC2=C(N1)CN(C2)C(C2=C(N=C(C=C2)C(F)(F)F)OC)=O)F 5-(Difluoro-methyl)-2-methoxy-N-(5-(2-methoxy-6-(trifluoromethyl)nicotinoyl)-5,6-dihydro-4H-pyrrolo[3,4-d]thiazol-2-yl)-6'-methyl-[3,4'-bipyridine]-3'-carboxamide